C(CCCCC)(=O)OCCCCCCCCCCCCCCCCCCCCCCCCCCCCCC triacontyl n-hexanoate